2-methyl-4-(4,4,5,5-tetramethyl-1,3,2-dioxaborolan-2-yl)-1H-pyrrole CC=1NC=C(C1)B1OC(C(O1)(C)C)(C)C